(1S,3aR,6aS)-N-((S)-1-cyano-2-((R)-2-oxopiperidin-3-yl)ethyl)-2-(4,7-difluoro-6-methyl-1H-indole-2-carbonyl)-5,5-difluorooctahydrocyclopenta[c]pyrrole-1-carboxamide C(#N)[C@H](C[C@@H]1C(NCCC1)=O)NC(=O)[C@H]1N(C[C@H]2[C@@H]1CC(C2)(F)F)C(=O)C=2NC1=C(C(=CC(=C1C2)F)C)F